(10S)-10,11-dihydro-3-[3-(2-pyridinylamino)propoxy]-5H-dibenzo[a,d]cycloheptene-10-acetic acid N1=C(C=CC=C1)NCCCOC=1C=CC2=C(CC3=C([C@@H](C2)CC(=O)O)C=CC=C3)C1